CC(C)CC(C#CC(CC(C)C)(O)C)(O)C 2,4,7,9-tetramethyl-5-decyne-4,7-diol